4-((5-(1-methyl-1H-pyrazol-4-yl)isoquinolin-3-yl)amino)-N-(1-methylpiperidin-4-yl)-3-(trifluoromethoxy)benzamide CN1N=CC(=C1)C1=C2C=C(N=CC2=CC=C1)NC1=C(C=C(C(=O)NC2CCN(CC2)C)C=C1)OC(F)(F)F